4-Bromo-6-methyl-7-oxo-1-((2-(trimethylsilyl)ethoxy)methyl)-6,7-dihydro-1H-pyrrolo[2,3-c]pyridine-2-carbaldehyde BrC=1C2=C(C(N(C1)C)=O)N(C(=C2)C=O)COCC[Si](C)(C)C